C1(=CC=C(C=C1)N(C1=CC=C(/C=C/C2=CC=C(C(=C2)C=2C(=CC=C(C2)\C=C\C2=CC=C(C=C2)N(C2=CC=C(C=C2)C)C2=CC=C(C=C2)C)N)N)C=C1)C1=CC=C(C=C1)C)C 5,5'-bis((E)-4-(di-p-tolylamino)styryl)-[1,1'-biphenyl]-2,2'-diamine